C(C)(=O)O[C@@H]1COCC[C@H]1NC1=NN2C(C=N1)=C(C=C2C2(CCC2)CC)F (3S,4R)-4-((7-(1-ethylcyclobutyl)-5-fluoropyrrolo[2,1-f][1,2,4]triazin-2-yl)amino)tetrahydro-2H-pyran-3-yl acetate